FC1C2CCCN(C12)C(=O)OC(C)(C)C tert-Butyl 7-fluoro-2-azabicyclo[4.1.0]heptane-2-carboxylate